ClC=1C=C(NC2(CCC3(C(CC4=CC=CC=C34)C[C@H](COC3=C4C(=NC=C3)SC=C4)C)CC2)C(=O)O)C=CC1 4-(3-Chloroanilino)-2'-{(2R)-2-methyl-3-[(thieno[2,3-b]pyridin-4-yl)oxy]propyl}-2',3'-dihydrospiro[cyclohexane-1,1'-indene]-4-carboxylic acid